O=C1N(C2=CC=CC=3C2=C1C=CC3C=C)C3C(NC(CC3)=O)=O 3-(2-oxo-5-vinyl-benzo[cd]indol-1-yl)piperidine-2,6-dione